ClC1=C(C(=O)NC=2C=C3C=C(N(C3=CC2)C)C(=O)NC2=CC=C(C=C2)C2=CC=C(C=C2)C(F)(F)F)C=C(C=C1)CNC(C(C)C)=O 5-(2-chloro-5-(isobutyrylaminomethyl)benzoylamino)-1-methyl-N-(4'-(trifluoromethyl)-[1,1'-biphenyl]-4-yl)-1H-indole-2-carboxamide